C(C)O[Si](CCCSSSSC=1SC2=C(N1)C=CC=C2)(OCC)OCC 3-triethoxysilylpropylbenzothiazolyl tetrasulfide